3-[(1S)-7-chloro-8-methoxy-2-(2-methoxyacetyl)-1-methyl-1,3-dihydropyrrolo[3,4-c]quinolin-6-yl]propanamide ClC=1C(=CC=2C3=C(C=NC2C1CCC(=O)N)CN([C@H]3C)C(COC)=O)OC